FC1=CC=C(C=C1)C1N(CCCC1)C(=O)O (4-fluorophenyl)piperidine-1-carboxylic acid